5-(4-(Hexyloxy)-1,2,5-thiadiazol-3-yl)-1-methyl-1-((octanoyloxy)(phenyl)methyl)-1,2,3,6-tetrahydropyridin-1-ium iodide [I-].C(CCCCC)OC=1C(=NSN1)C1=CCC[N+](C1)(C(C1=CC=CC=C1)OC(CCCCCCC)=O)C